C1CC1 (1E,1'E,1'E)-cyclopropane